7-(3-((tert-butyldimethylsilyl)oxy)cyclobutyl)thiazolo[5,4-c]pyridine [Si](C)(C)(C(C)(C)C)OC1CC(C1)C=1C2=C(C=NC1)SC=N2